NC1=NC2=CC(=CC=C2C(=N1)NCC(CO)(C)C)C1=CC=NN1 3-((2-amino-7-(1H-pyrazol-5-yl)quinazolin-4-yl)amino)-2,2-dimethyl-1-propanol